ClC1=CC=C(CN2N(C3=C(CN(CC3)CC3=CC(=CC(=C3)F)F)C2=O)CCNC(=O)C2(CC2)O)C=C1 N-(2-(2-(4-chlorobenzyl)-5-(3,5-difluorobenzyl)-3-oxo-2,3,4,5,6,7-hexahydro-1H-pyrazolo[4,3-c]pyridin-1-yl)ethyl)-1-hydroxycyclopropane-1-carboxamide